6-fluoro-4-(trifluoromethanesulfonyloxy)-5-[2-(triisopropylsilyl)ethynyl]naphthalen-2-yl trifluoromethanesulfonate FC(S(=O)(=O)OC1=CC2=CC=C(C(=C2C(=C1)OS(=O)(=O)C(F)(F)F)C#C[Si](C(C)C)(C(C)C)C(C)C)F)(F)F